CC(C)(C)OC(=O)C1C2C=CC(C1)C2 norbornene-5-carboxylic acid 1,1-dimethylethyl ester